[Si](C1=CC=CC=C1)(C1=CC=CC=C1)(C(C)(C)C)OCCCNC(C1=C(C=CC(=C1)NC=1N=CC2=C(N1)NC(C=C2C#C[Si](C(C)C)(C(C)C)C(C)C)=O)N2CCN(CC2)C)=O N-{3-[(tert-butyldiphenylsilyl)oxy]propyl}-2-(4-methylpiperazin-1-yl)-5-({7-oxo-5-[2-(triisopropylsilyl)ethynyl]-8H-pyrido[2,3-d]pyrimidin-2-yl}amino)benzamide